C1[C@@H](N(C2=C(N1)N=C(NC2=O)N)C=O)CNC3=CC=C(C=C3)C(=O)N[C@@H](CCC(=O)[O-])C(=O)[O-] The molecule is a dicarboxylic acid dianion arising from deprotonation of both carboxylic acid groups of (6S)-5-formyltetrahydrofolic acid. It has a role as a human metabolite and a Saccharomyces cerevisiae metabolite. It is a conjugate base of a (6S)-5-formyltetrahydrofolic acid.